C(C)(C)(C)OC(=O)N([C@@H](CC1=CNC=N1)C(=O)O)S(=O)(=O)C1=CC=C(C)C=C1 N-(tert-butoxycarbonyl)-p-toluenesulfonylhistidine